BrC=1C=C(C=NC1)[C@@H]1OCC[C@H]1N |r| [rac-(2S,3R)-2-(5-bromo-3-pyridyl)tetrahydrofuran-3-yl]amine